O=C1N(CC2=C(C=CC=C12)OCC1=CC=C(C=C1)CC1CCOCC1)C1C(NC(CC1)=O)=O 3-{1-Oxo-4-[4-(tetrahydro-pyran-4-ylmethyl)-benzyloxy]-1,3-dihydro-isoindol-2-yl}-piperidine-2,6-dione